tert-butyl (3R,5S)-3-(2-((6-amino-3-methyl-2-oxo-2,3-dihydro-1H-benzo[d]imidazol-4-yl)oxy)ethoxy)-5-methylpiperidine-1-carboxylate NC=1C=C(C2=C(NC(N2C)=O)C1)OCCO[C@H]1CN(C[C@H](C1)C)C(=O)OC(C)(C)C